COC=1C=C(OP(=O)(OC2=CC=C(C=C2)[N+](=O)[O-])N[C@@H](C)C(=O)OC(C)C)C=CC1 Isopropyl ((3-methoxyphenoxy)(4-nitro phenoxy)phosphoryl)-L-alaninate